FC1(CCN(CC1)C=1C=C(N)C=CC1C=1C=NC=CC1)F 3-(4,4-difluoropiperidin-1-yl)-4-(pyridin-3-yl)aniline